4-methoxy-5-(2-methylcyclopropyl)-7-(phenylsulfonyl)-7H-pyrrolo[2,3-d]pyrimidine COC=1C2=C(N=CN1)N(C=C2C2C(C2)C)S(=O)(=O)C2=CC=CC=C2